(R or S)-5-(1-aminoethyl)-N-(2-(2-fluoroprop-2-yl)pyrimidin-4-yl)-8-methoxy-2,7-naphthyridin-3-amine N[C@H](C)C1=C2C=C(N=CC2=C(N=C1)OC)NC1=NC(=NC=C1)C(C)(C)F |o1:1|